(1R)-trans-2,2-dimethyl-3-(1-propynyl)cyclopropanecarboxylic acid tert-butyl ester C(C)(C)(C)OC(=O)[C@H]1C([C@@H]1C#CC)(C)C